3-ethyl-17-((2S,3S)-3-hydroxyhept-5-yn-2-yl)-10,13-dimethylhexadecahydro-1H-cyclopenta[a]phenanthren-3-ol C(C)C1(CCC2(C3CCC4(C(CCC4C3CCC2C1)[C@H](C)[C@H](CC#CC)O)C)C)O